FC1=C(C=C(C=C1)N1N=CC=C1)N1CCN(CC1)C(=O)OC(C)(C)C tert-butyl 4-(2-fluoro-5-(1H-pyrazol-1-yl)phenyl)piperazine-1-carboxylate